(R)-N-(1-cyclohexylethyl)-2-(3-(3-(pentan-3-ylcarbamoyl)-1H-pyrazol-5-yl)phenyl)oxazole-5-carboxamide C1(CCCCC1)[C@@H](C)NC(=O)C1=CN=C(O1)C1=CC(=CC=C1)C1=CC(=NN1)C(NC(CC)CC)=O